[C@H]12COC[C@H](CC(C1)N1N=CC=3C1=NN=C(C3)C3=C(C=C(C=C3)C3=CC(N(C=C3)C)=O)O)N2 4-(4-(1-((1R,5S,7r)-3-oxa-9-azabicyclo[3.3.1]nonan-7-yl)-1H-pyrazolo[3,4-c]pyridazin-5-yl)-3-hydroxyphenyl)-1-methylpyridin-2(1H)-one